(3-(3-cyclopentyl-7-thiomorpholinoisoxazolo[4,5-d]pyrimidin-5-yl)phenyl)methanol C1(CCCC1)C1=NOC2=C1N=C(N=C2N2CCSCC2)C=2C=C(C=CC2)CO